(S)-2-methylpiperidine-1-carbonitrile C[C@@H]1N(CCCC1)C#N